[Cl-].C(C1CO1)[N+](C)(C)C Glycidyltrimethylammonium chlorid